2,4-Di-tert-butyl-6-[1-(2,7-di-tert-butyl-9,9a-dihydro-4aH-fluoren-9-yl)-2-methylprop-1-en-1-yl]phenol C(C)(C)(C)C1=C(C(=CC(=C1)C(C)(C)C)C(=C(C)C)C1C2=CC(=CC=C2C2C=CC(=CC12)C(C)(C)C)C(C)(C)C)O